C(=O)O.C(C)(=O)O.C(C)(=O)O.C(C)(=O)O triacetic acid formate